pyrimido[1',6':1,5]pyrazolo[4,3-c][2,7]naphthyridine C1=C2C=3C(N=CC2=CN=C1)=C1N(N3)C=NC=C1